CC(CN)CCCN 2-methylpentamethylene-diamine